methyl acryloyl-L-alaninate C(C=C)(=O)N[C@@H](C)C(=O)OC